FC(C1=CC=C(C=C1)NC1=NC=CC(=N1)C(=O)N)(F)F 2-((4-(trifluoromethyl)phenyl)amino)pyrimidine-4-carboxamide